N-((S)-1-(((S)-1-amino-1-oxo-3-((S)-2-oxopiperidin-3-yl)propan-2-yl)amino)-4,4-dimethyl-1-oxopentan-2-yl)-7-fluoro-1H-indole-2-carboxamide NC([C@H](C[C@H]1C(NCCC1)=O)NC([C@H](CC(C)(C)C)NC(=O)C=1NC2=C(C=CC=C2C1)F)=O)=O